4-amino-N-(2-(1-(4-((6-amino-2-butoxy-8-oxo-7H-purin-9(8H)-yl)methyl)benzyl)piperidin-4-yl)ethyl)-3-methoxybenzamide NC1=C(C=C(C(=O)NCCC2CCN(CC2)CC2=CC=C(C=C2)CN2C3=NC(=NC(=C3NC2=O)N)OCCCC)C=C1)OC